tert-butyl 2-bromo-2-(1,3-dimethyl-1H-indazol-7-yl)acetate BrC(C(=O)OC(C)(C)C)C=1C=CC=C2C(=NN(C12)C)C